tert-butyl (2-((2-(4-bromophenyl)-2-(4-chlorophenyl)-2-hydroxyethyl)amino)-2-oxoethyl)(methyl)carbamate BrC1=CC=C(C=C1)C(CNC(CN(C(OC(C)(C)C)=O)C)=O)(O)C1=CC=C(C=C1)Cl